N-((1s,3s)-3-(6-((3-((1-(2-((2-(2,6-dioxopiperidin-3-yl)-1,3-dioxoisoindolin-5-yl)oxy)acetyl)piperidin-4-yl)methoxy)benzyl)amino)-9H-purin-9-yl)cyclobutyl)-6-methylpicolinamide O=C1NC(CC[C@@H]1N1C(C2=CC=C(C=C2C1=O)OCC(=O)N1CCC(CC1)COC=1C=C(CNC2=C3N=CN(C3=NC=N2)C2CC(C2)NC(C2=NC(=CC=C2)C)=O)C=CC1)=O)=O